(R)-2-(3-(4-amino-2-oxo-3-(4-phenoxyphenyl)-2,3-dihydro-1H-imidazo[4,5-c]pyridin-1-yl)piperidine-1-carbonyl)-4-methyl-4-(1-methylpiperidin-4-yl)pent-2-enenitrile NC1=NC=CC2=C1N(C(N2[C@H]2CN(CCC2)C(=O)C(C#N)=CC(C)(C2CCN(CC2)C)C)=O)C2=CC=C(C=C2)OC2=CC=CC=C2